OC1(C(C2=CC=CC=C2C=C1O)C(=O)[O-])C(=O)[O-].C1(=CC=CC=C1)[P+](C1=CC=CC=C1)(C1=CC=CC=C1)C1=CC=CC=C1.C1(=CC=CC=C1)[P+](C1=CC=CC=C1)(C1=CC=CC=C1)C1=CC=CC=C1 tetraphenyl-phosphonium 2,3-dihydroxynaphthalenedicarboxylate